(R)-N-(2-(4-Cyanothiazolidin-3-yl)-2-oxoethyl)-6-(3-(2,2-difluoropropyl)-azetidin-1-yl)quinoline-4-carboxamide C(#N)[C@H]1N(CSC1)C(CNC(=O)C1=CC=NC2=CC=C(C=C12)N1CC(C1)CC(C)(F)F)=O